N6-((+/-)-endo-norborn-2-yl)adenosine C1CC2CC1CC2NC3=C4C(=NC=N3)N(C=N4)[C@H]5[C@@H]([C@@H]([C@H](O5)CO)O)O